FC1=C(C=CC=C1)C=1N(C2=C(C=NC(=C2)C2=NN(C=N2)COCC[Si](C)(C)C)N1)[C@H]1[C@H]([C@H](CCC1)NC(OC(C)(C)C)=O)O tert-butyl ((1S,2S,3R)-3-(2-(2-fluorophenyl)-6-(1-((2-(trimethylsilyl)ethoxy)methyl)-1H-1,2,4-triazol-3-yl)-1H-imidazo[4,5-c]pyridin-1-yl)-2-hydroxycyclohexyl)carbamate